CC(C#N)(C)C1=CC=C(C=C1)C(F)(F)F 2-methyl-2-(4-(trifluoromethyl)phenyl)propanenitrile